ClC=1C=C(C(=O)N2CC=3C(=NN4C3C(N(C[C@H]4C(=O)NC)[C@@H](C)C=4C=NC(=CC4)C(F)F)=O)C[C@H]2C)C=CC1Cl |o1:21| (3R,7S)-2-(3,4-dichlorobenzoyl)-9-((S*)-1-(6-(difluoromethyl)pyridin-3-yl)ethyl)-N,3-dimethyl-10-oxo-1,2,3,4,7,8,9,10-octahydropyrido[4',3':3,4]pyrazolo[1,5-a]pyrazine-7-carboxamide